COC(C(CC)NC)=O (methylamino)butanoic acid methyl ester